tertbutyl (S)-3-((1-(3-(4-chlorophenyl)-1,2,4-oxadiazol-5-yl)piperidine-4-carboxamido)methyl)pyrrolidine-1-carboxylate ClC1=CC=C(C=C1)C1=NOC(=N1)N1CCC(CC1)C(=O)NC[C@H]1CN(CC1)C(=O)OC(C)(C)C